OCC1=CC=C(COC2=C(C=C(C=C2CO[Si](C)(C)C(C)(C)C)C#C)CO[Si](C)(C)C(C)(C)C)C=C1 4-(4-hydroxymethylbenzyloxy)-3,5-bis(tert-butyldimethylsilyloxymethyl)phenylacetylene